3-[2-(4-chloro-3-fluorophenoxy)acetamido]-N-[(2,5-dimethylphenyl)methyl]bicyclo[1.1.1]pentane-1-carboxamide ClC1=C(C=C(OCC(=O)NC23CC(C2)(C3)C(=O)NCC3=C(C=CC(=C3)C)C)C=C1)F